CN1N=C(C(=C1)C(=O)NC1=C(C=CC=C1)C1=C(C=CC=C1)C(F)(F)F)C(F)(F)F 1-methyl-3-(trifluoromethyl)-N-[2'-(trifluoro-methyl)biphenyl-2-yl]-1H-pyrazole-4-carboxamide